5-TERT-BUTYLTHIOPHENE-3-BORONIC ACID C(C)(C)(C)C1=CC(=CS1)B(O)O